C1(=CC(=CC=C1)NC1=CC=2C(C3=CC=CC=C3C2C=C1)(C)C)C1=CC=CC=C1 2-(3-biphenylyl)amino-9,9-dimethylfluorene